(2-(9-(pyridin-2-yl)-6-oxaspiro[4.5]decan-9-yl)ethyl)amine N1=C(C=CC=C1)C1(CCOC2(CCCC2)C1)CCN